3-(2-(2,6-dioxopiperidin-3-yl)-1-oxoisoindolin-4-yl)propan-2-yne ethyl-1-(6-chloropyridazin-4-yl)-4-(3-methyl-1H-pyrazol-1-yl)piperidine-4-carboxylate C(C)OC(=O)C1(CCN(CC1)C1=CN=NC(=C1)Cl)N1N=C(C=C1)C.O=C1NC(CCC1N1C(C2=CC=CC(=C2C1)C#CC)=O)=O